(R)-1-methyl-3-hydroxymethylpyrrolidine CN1C[C@@H](CC1)CO